7-ethyl-1,3-dimethyl-8-(propylsulfinyl)-1H-purine-2,6(3H,7H)-dione C(C)N1C(=NC=2N(C(N(C(C12)=O)C)=O)C)S(=O)CCC